(3S,4S,5S)-5-(6-fluoro-1,2,3,4-tetrahydroquinoline-1-carbonyl)-3,4-dihydroxy-1-(6-methyl-4-(trifluoromethyl)pyridin-2-yl)pyrrolidin-2-one FC=1C=C2CCCN(C2=CC1)C(=O)[C@@H]1[C@@H]([C@@H](C(N1C1=NC(=CC(=C1)C(F)(F)F)C)=O)O)O